dimethylbicyclo[3.1.1]heptan CC1C2(CC(CC1)C2)C